O=C1NC(CCC1C1=NN(C2=CC(=CC=C12)[C@@H]1C[C@@H](N(CC1)CC1CCN(CC1)C(=O)OC(C)(C)C)C)C)=O tert-butyl 4-[[(2S,4S)-4-[3-(2,6-dioxo-3-piperidyl)-1-methyl-indazol-6-yl]-2-methyl-1-piperidyl]methyl]piperidine-1-carboxylate